(S)-3-((S)-sec-butyl)-4-((S)-1-methyl-5-oxopyrrolidine-3-carbonyl)-1,3,4,5-tetrahydro-2H-benzo[e][1,4]diazepin-2-one [C@H](C)(CC)[C@@H]1N(CC2=C(NC1=O)C=CC=C2)C(=O)[C@@H]2CN(C(C2)=O)C